[Li]C1C(CC(CC1)[Li])CC 1,4-dilithio-2-ethylcyclohexane